COC1=CC=C(C=C1)CN(S(=O)(=O)C1(CC1)CN1CCN2C(C(=CC3=CC=CC1=C23)C(=O)NCC=2C=NC(=CC2)C#N)=O)CC2=CC=C(C=C2)OC 4-[[1-[bis[(4-methoxyphenyl)methyl]sulfamoyl]cyclopropyl]methyl]-N-[(6-cyano-3-pyridyl)methyl]-12-oxo-1,4-diazatricyclo[7.3.1.05,13]trideca-5(13),6,8,10-tetraene-11-carboxamide